C(C)OC(=O)C1=C(NC(=N[C@H]1C1=C(C(=CC=C1)F)C)C=1SC=CN1)CN1C[C@H]2N(CC1)C(NC2)=O (S)-7-(((S)-5-(ethoxycarbonyl)-6-(3-fluoro-2-methylphenyl)-2-(thiazol-2-yl)-3,6-dihydropyrimidin-4-yl)methyl)-3-oxohexahydroimidazo[1,5-a]pyrazin